2,4,6-trimethylbenzoyl-diphenylphenoxyphosphine CC1=C(C(=O)C2=C(OP(C3=CC=CC=C3)C3=CC=CC=C3)C=CC=C2)C(=CC(=C1)C)C